2-amino-8-(2-(4-(2-fluoro-4-methoxyphenyl)piperazin-1-yl)ethyl)-6-methyl-4-(5-methylfuran-2-yl)pteridine-7(8H)-one NC1=NC=2N(C(C(=NC2C(=N1)C=1OC(=CC1)C)C)=O)CCN1CCN(CC1)C1=C(C=C(C=C1)OC)F